CN(CCN(C(OC(C)(C)C)=O)C1=C(C=C(C=C1)NC=1N=CC=2CCNCC2C1)F)C tert-butyl N-[2-(dimethylamino)ethyl]-N-{2-fluoro-4-[(5,6,7,8-tetrahydro-2,6-naphthyridin-3-yl)amino]phenyl}carbamate